O1COC2=C1C=CC(=C2)/C=C/C(=O)N(CC2OCCC2)CC (E)-3-(1,3-Benzodioxol-5-yl)-N-ethyl-N-(tetrahydrofuran-2-ylmethyl)prop-2-enamid